C(C)(C)(C)OC(C1=C(C=CC=C1)OC(=O)OC(C)(C)C)=O 2-((tert-butoxycarbonyl)oxy)benzoic acid tert-butyl ester